ClC=1C(=C(N2N=C(N=CC21)N[C@H]2[C@@H](CN(CC2)C(C(F)(F)F)=O)F)C2(CCC2)CC)C#N 5-chloro-7-(1-ethylcyclobutyl)-2-{[(3R,4R)-3-fluoro-1-(2,2,2-trifluoroacetyl)piperidin-4-yl]amino}pyrrolo[2,1-f][1,2,4]triazine-6-carbonitrile